carboxyethyl acrylate C(C=C)(=O)OCCC(=O)O